(-)-alpha-cedrene C[C@@H]1CC[C@@H]2[C@]13CC=C([C@H](C3)C2(C)C)C